Tert-butyl (2R,5S)-5-{[(7-bromo-8-fluoro-4-hydroxyquinazolin-5-yl)oxy]methyl}-2-methylpiperazine-1-carboxylate BrC1=CC(=C2C(=NC=NC2=C1F)O)OC[C@H]1NC[C@H](N(C1)C(=O)OC(C)(C)C)C